N-(3-fluoro-8-(2-azaspiro[3.3]heptan-2-yl)imidazo[1,2-a]pyridin-6-yl)-4-iodo-2-(6-Azaspiro[2.5]oct-6-yl)benzyl-Amide FC1=CN=C2N1C=C(C=C2N2CC1(C2)CCC1)[N-]CC1=C(C=C(C=C1)I)N1CCC2(CC2)CC1